(R)-2-(7-(piperidin-3-ylamino)thieno[2,3-d]pyridazin-4-yl)-5-(trifluoromethyl)phenol N1C[C@@H](CCC1)NC=1N=NC(=C2C1SC=C2)C2=C(C=C(C=C2)C(F)(F)F)O